The molecule is a beta-D-glucosiduronate that is the conjugate base of E3040 glucuronide, obtained by the deprotonation of the carboxy group; major species at pH 7.3. It is a beta-D-glucosiduronate and a monocarboxylic acid anion. It is a conjugate base of an E3040 glucuronide. CC1=C(C2=C(C(=C1O[C@H]3[C@@H]([C@H]([C@@H]([C@H](O3)C(=O)[O-])O)O)O)C)SC(=N2)NC)CC4=CN=CC=C4